Cl.O=C1NC(C=CC1N1C(C2=CC=C(C=C2C1=O)N1CCN(CC1)CCC1CCNCC1)=O)=O 2-(2,6-dioxopyridin-3-yl)-5-{4-[2-(piperidin-4-yl)ethyl]piperazin-1-yl}isoindole-1,3-dione hydrochloride